ClC1=C(C=C(C=2C(=C3N(C12)CCN(C3=O)C)C=3C=NNC3)NCC#N)Cl 2-[[6,7-dichloro-2-methyl-1-oxo-10-(1H-pyrazol-4-yl)-3,4-dihydropyrazino[1,2-a]indol-9-yl]amino]acetonitrile